O1COC=2C=CC=3CCO[C@@H](C3C21)CNC (S)-1-(6,9-dihydro-7H-[1,3]dioxolo[4,5-H]isochromen-9-yl)-N-methyl-methylamine